C(\C=C/C(=O)O)(=O)NCCC(=O)O N-maleyl-β-alanine